(2S,4S)-4-(7-bromo-8-chloro-6-fluoro-4-(methylsulfanyl)-1H-[1,2,3]triazolo[4,5-c]quinolin-1-yl)-2-(cyanomethyl)piperidine-1-carboxylic acid tert-butyl ester C(C)(C)(C)OC(=O)N1[C@@H](C[C@H](CC1)N1N=NC=2C(=NC=3C(=C(C(=CC3C21)Cl)Br)F)SC)CC#N